C(C)OC(=O)C1=C(N=NN1C)C1CCN(CC1)C(=O)OC(C)(C)C tert-butyl 4-[5-(ethoxycarbonyl)-1-methyl-1H-1,2,3-triazol-4-yl]piperidine-1-carboxylate